C1(O)=C(O)C(=CC=C1)S(=O)(=O)[O-] catecholsulfonate